6-(sec-butyl)-4-chloro-1-isopropyl-1H-pyrazolo[3,4-d]pyrimidine C(C)(CC)C1=NC(=C2C(=N1)N(N=C2)C(C)C)Cl